CC1=CC=C(C=C1)S(=O)(=O)C1C(C2=CC=CC=C2CC1)O 2-p-toluenesulfonyl-1,2,3,4-tetrahydronaphthalen-1-ol